CC(C(=O)C=1C=C2C=3CC(CCC3NC2=CC1)NC(C)C)CC 6-(2-methylbutanoyl)-3-(isopropyl)amino-1,2,3,4-tetrahydro-9H-carbazole